1-(2-(1H-tetrazol-5-yl)-4-(trifluoromethyl)phenyl)pentan-1-ol N1N=NN=C1C1=C(C=CC(=C1)C(F)(F)F)C(CCCC)O